C12C(C3CC(CC(C1)C3)C2)OCC=2N=C(SC2)CNC2=C3CN(C(C3=CC=C2)=O)C2C(NC(CC2)=O)=O 3-(4-(((4-((adamantan-2-yloxy)methyl)thiazol-2-yl)methyl)amino)-1-oxoisoindolin-2-yl)piperidine-2,6-dione